Ethyl 3-(5-(benzyloxy)-1H-indol-3-yl)-2-formamido-4-methoxybutanoate C(C1=CC=CC=C1)OC=1C=C2C(=CNC2=CC1)C(C(C(=O)OCC)NC=O)COC